C(C)(C)(C)OC(=O)NC1(CCC(CC1)(C1=CC=CC=C1)N(C)C)C(=O)O 1-(tert-butoxycarbonylamino)-4-(dimethylamino)-4-phenylcyclohexanecarboxylic acid